CC1=CN(C(=O)NC1=O)C The molecule is a pyrimidone that is uracil with methyl group substituents at positions 1 and 5. It has a role as a metabolite. It derives from a uracil.